2,5-dichloro-3-(N-(2,4-difluoro-3-(2-pivalamidoquinazolin-6-yl)phenyl)sulfamoyl)benzyl acetate C(C)(=O)OCC1=C(C(=CC(=C1)Cl)S(NC1=C(C(=C(C=C1)F)C=1C=C2C=NC(=NC2=CC1)NC(C(C)(C)C)=O)F)(=O)=O)Cl